C(C)(C)(C)OC(NCCC1=NC(=C(C=C1OC)C)OC)=O (2-(3,6-dimethoxy-5-methylpyridin-2-yl)ethyl)carbamic acid tert-butyl ester